tert-butyl (2R,3R)-3-((7-chloro-2,8-difluoropyrido[4,3-d]pyrimidin-4-yl)(methyl)amino)-2-methylpyrrolidine-1-carboxylate ClC1=C(C=2N=C(N=C(C2C=N1)N([C@H]1[C@H](N(CC1)C(=O)OC(C)(C)C)C)C)F)F